imidazole-2(3H)-thione N1C(NC=C1)=S